C(C1=CC=CC=C1)NC(CC1N(C(CC1)=O)CC1=C(C(=CC=C1)F)F)=O N-benzyl-2-[1-[(2,3-difluorophenyl)methyl]-5-oxopyrrolidin-2-yl]acetamide